4-((5-Chloro-7-(2-((3-methyl-2,5-dioxopyrrolidin-1-yl)methyl)thieno[3,2-b]Pyridin-7-yl)-1H-indol-1-yl)methyl)piperidine-4-carbonitrile ClC=1C=C2C=CN(C2=C(C1)C1=C2C(=NC=C1)C=C(S2)CN2C(C(CC2=O)C)=O)CC2(CCNCC2)C#N